O1CCOC2=NC=C(C=C12)NC1=NC(=NC=C1)NC1=CC(=C(C=C1)OCCCN1CCOCC1)OC 4-(2,3-dihydro-1,4-dioxa-5-aza-7-naphthylamino)-2-[3-methoxy-4-(3-morpholinopropoxy)phenylamino]pyrimidine